2-AMINOQUINAZOLINE NC1=NC2=CC=CC=C2C=N1